6-Amino-2-fluoro-N,N-dimethyl-3-(4'-methyl-1',2'-dihydrospiro[cyclobutane-1,3'-pyrrolo[2,3-b]pyridin]-5'-yl)benzamide NC1=CC=C(C(=C1C(=O)N(C)C)F)C=1C(=C2C(=NC1)NCC21CCC1)C